1,4-diaminoisopropylbenzene NC(C)(C)C1=CC=C(C=C1)N